BrC=1C=CC=2N(C1)C(=C(N2)CC)N(C=2SC(=C(N2)C2=CC=C(C=C2)F)C#N)C 2-((6-bromo-2-ethylimidazo[1,2-a]pyridin-3-yl)(methyl)amino)-4-(4-fluorophenyl)thiazole-5-carbonitrile